thiol(Thiol) tert-butyl-4-(4-((2,6-dioxopiperidin-3-yl)carbamoyl)-3-fluorophenyl)piperazine-1-carboxylate C(C)(C)(C)C1N(CCN(C1)C1=CC(=C(C=C1)C(NC1C(NC(CC1)=O)=O)=O)F)C(=O)O.S1C(=CC=C1)S